(R)-N-(2-(1-cyclopropyl-2-hydroxy-2-methylpropyl)-3-oxoisoindolin-4-yl)-2-methyl-2H-indazole-4-carboxamide C1(CC1)[C@H](C(C)(C)O)N1CC2=CC=CC(=C2C1=O)NC(=O)C=1C2=CN(N=C2C=CC1)C